N-((1r,4r)-4-acetaminocyclohexyl)-6-(4-carbamoyl-2-fluorophenyl)-4-(isopropylamino)pyrrolo[1,2-b]pyridazine-3-carboxamide N(C(=O)C)C1CCC(CC1)NC(=O)C1=C(C=2N(N=C1)C=C(C2)C2=C(C=C(C=C2)C(N)=O)F)NC(C)C